2-(4-(tert-butyl)-2,6-xylyl)-N-((2-(2,6-dioxopiperidin-3-yl)-1-oxoisoindolin-5-yl)methyl)-2-oxoacetamide C(C)(C)(C)C1=CC(=C(C(=C1)C)C(C(=O)NCC=1C=C2CN(C(C2=CC1)=O)C1C(NC(CC1)=O)=O)=O)C